2-(2-Ethyl-5-fluoro-4-methoxyphenyl)-4,4,5,5-tetramethyl-1,3,2-dioxaborolane C(C)C1=C(C=C(C(=C1)OC)F)B1OC(C(O1)(C)C)(C)C